ClC=1C=C(NC2(CCC3(C(=CC4=CC=CC=C34)CC(CC)COCC3=CC=C(C=C3)OC)CC2)C(=O)OC)C=CC1 methyl (1r,4r)-4-(3-chloroanilino)-2'-(2-{[(4-methoxyphenyl)methoxy]methyl}butyl)spiro[cyclohexane-1,1'-indene]-4-carboxylate